ClC=1C(=CC(=NC1)NC1CCOCC1)C1=CC=C2CN(C(C2=C1)=O)[C@@H](C(=O)N[C@H](CO)C1=NC(=CC=C1)C)C (2R)-2-(6-{5-chloro-2-[(oxacyclohex-4-yl)amino]pyridin-4-yl}-1-oxo-2,3-dihydro-1H-isoindol-2-yl)-N-[(1S)-2-hydroxy-1-(6-methylpyridin-2-yl)ethyl]propionamide